1-Butyl-3-methylimidazolium ethylsulfat C(C)OS(=O)(=O)[O-].C(CCC)N1C=[N+](C=C1)C